CC(C[C@@H](C=O)N1C([C@H](CC1)NC(OC(C)(C)C)=O)=O)C tert-butyl ((S)-1-((S)-4-methyl-1-oxopentan-2-yl)-2-oxopyrrolidin-3-yl)carbamate